stearyl (3-(3,5-di-tert-butyl-4-hydroxyphenyl) propionate) C(C)(C)(C)C=1C=C(C=C(C1O)C(C)(C)C)CCC(=O)OCCCCCCCCCCCCCCCCCC